2-(biphenyl-4-yl)-6-bromo-4-phenyl-benzoxazole C1(=CC=C(C=C1)C=1OC2=C(N1)C(=CC(=C2)Br)C2=CC=CC=C2)C2=CC=CC=C2